6-(piperidin-4-yl)thieno[2,3-d]Pyrimidin-4(3H)-one N1CCC(CC1)C1=CC2=C(N=CNC2=O)S1